tert-Butyl 3-((3-((1-(7-methoxyquinolin-5-yl)cyclopropyl)carbamoyl)-4-methylphenoxy)methyl)-3,4-dihydroisoquinoline-2(1H)-carboxylate COC1=CC(=C2C=CC=NC2=C1)C1(CC1)NC(=O)C=1C=C(OCC2N(CC3=CC=CC=C3C2)C(=O)OC(C)(C)C)C=CC1C